15-chloro-21,23-difluoro-16-methoxy-18,18-dioxo-18λ6-thia-11,19-diazatetracyclo[18.3.1.113,17.02,7]pentacosa-1(24),2,4,6,13,15,17(25),20,22-nonaen-12-one ClC=1C=C2C(NCCCC3=CC=CC=C3C=3C(=CC(=C(NS(C(C1OC)=C2)(=O)=O)C3)F)F)=O